tert-butyl (3S,4R)-4-((6-((5-(difluoromethoxy)-1H-pyrazol-3-yl)amino)pyrazin-2-yl)oxy)-3-fluoroazepane-1-carboxylate FC(OC1=CC(=NN1)NC1=CN=CC(=N1)O[C@H]1[C@H](CN(CCC1)C(=O)OC(C)(C)C)F)F